3-METHOXYPROPIONIC ACID COCCC(=O)O